Di(2-propylheptyl)phthalat C(CC)C(COC(C=1C(C(=O)OCC(CCCCC)CCC)=CC=CC1)=O)CCCCC